(S)-1-(3-(4-amino-2-methyl-2,6-dihydro-4H-spiro[cyclopenta[c]pyrazole-5,4'-piperidin]-1'-yl)-6-(2,3-dichlorophenyl)-5-methylpyrazin-2-yl)cyclopropane-1-ol N[C@@H]1C=2C(=NN(C2)C)CC12CCN(CC2)C=2C(=NC(=C(N2)C)C2=C(C(=CC=C2)Cl)Cl)C2(CC2)O